N1C=CC=2C1=NC=CC2[C@@H](C)OC=2C=C1C(=NNC1=CC2)C=2C=CC(=NC2)N2CC1(C2)CCN(CC1)CCOC (R)-2-(5-(5-(1-(1H-pyrrolo[2,3-b]pyridin-4-yl)ethoxy)-1H-indazol-3-yl)pyridin-2-yl)-7-(2-methoxyethyl)-2,7-diazaspiro[3.5]nonane